(1S)-1-[(1S,3aS,3bS,7S,9aR,9bS,11aS)-7-hydroxy-9a,11a-dimethyl-1H,2H,3H,3aH,3bH,4H,6H,7H,8H,9H,9aH,9bH,10H,11H,11aH-cyclopenta[a]phenanthren-1-yl]ethyl N,N-dimethylcarbamate CN(C(O[C@@H](C)[C@H]1CC[C@@H]2[C@@]1(CC[C@@H]1[C@]3(CC[C@@H](CC3=CC[C@@H]21)O)C)C)=O)C